C(C1=CC=CC=C1)OC=1C(=C(C=CC1Br)\C=N\NC)Br N-[(E)-(3-benzyloxy-2,4-dibromo-phenyl)methyleneamino]methanamine